OC1=CC=C(C=C1)C1(C2=C(C=CC=C2C=2C=CC=C(C12)C=1C2=CC=CC=C2C=C2C=CC=CC12)C=1C2=CC=CC=C2C=C2C=CC=CC12)C1=CC=C(C=C1)O 9,9-bis(4-hydroxyphenyl)-1,8-di(9-anthryl)fluorene